CC1=NC(=C2N1C=C(C=C2)C=2C=NN(C2)C)C([C@H](C2=CC=CC=C2)NCCC2=CC=C(C#N)C=C2)=O |r| (S)- and (R)-4-(2-((2-(3-methyl-6-(1-methyl-1H-pyrazol-4-yl)imidazo[1,5-a]pyridin-1-yl)-2-oxo-1-phenylethyl)amino)ethyl)benzonitrile